N-[5-(2-ethoxyphenyl)pyrazolo[1,5-a]pyridin-2-yl]cyclopropanecarboxamide C(C)OC1=C(C=CC=C1)C1=CC=2N(C=C1)N=C(C2)NC(=O)C2CC2